(S)-(4-(4-chloropyrazolo[1,5-a]pyridin-2-yl)-6,7-dihydro-1H-imidazo[4,5-c]pyridin-5(4H)-yl)(5-(pyridin-2-yl)-1,3,4-oxadiazol-2-yl)methanone ClC=1C=2N(C=CC1)N=C(C2)[C@H]2N(CCC1=C2N=CN1)C(=O)C=1OC(=NN1)C1=NC=CC=C1